C(C)(C)(C)OC(N[C@@H](C[C@H]1C(NCC1)=O)C(COC1=C(C(=CC(=C1F)F)F)F)=O)=O ((S)-3-oxo-1-((S)-2-oxopyrrolidin-3-yl)-4-(2,3,5,6-tetrafluorophenoxy)butan-2-yl)carbamic acid tert-butyl ester